3-((1,3-bis(stearoyloxy)propan-2-yl)amino)propanoic acid C(CCCCCCCCCCCCCCCCC)(=O)OCC(COC(CCCCCCCCCCCCCCCCC)=O)NCCC(=O)O